5-(3-chloro-4-(6-(1-methylcyclopropoxy)-9-((4-methylpyridin-2-yl)methyl)-9H-purin-8-yl)phenoxy)-1,3-oxazinan-2-one ClC=1C=C(OC2CNC(OC2)=O)C=CC1C=1N(C2=NC=NC(=C2N1)OC1(CC1)C)CC1=NC=CC(=C1)C